2-phenyl-N-(tetrahydro-2H-pyran-4-yl)-5-((2-thiomorpholinoethoxy)methyl)-1H-indol-7-amine C1(=CC=CC=C1)C=1NC2=C(C=C(C=C2C1)COCCN1CCSCC1)NC1CCOCC1